N-[2-[(3S)-3-aminopyrrolidin-1-yl]-2-oxo-ethyl]-4-[[3-[1-(cyanomethyl)-3-(trifluoromethyl)pyrazol-4-yl]imidazo[1,2-a]pyrazin-8-yl]amino]-2-methyl-benzamide N[C@@H]1CN(CC1)C(CNC(C1=C(C=C(C=C1)NC=1C=2N(C=CN1)C(=CN2)C=2C(=NN(C2)CC#N)C(F)(F)F)C)=O)=O